CC1=C(C(=O)N[C@@H]2C[C@@H](C2)C(F)(F)F)C=CC=C1 2-methyl-N-((cis)-3-(trifluoromethyl)cyclobutyl)benzamide